2-chloro-3-(4-oxo-1H-pyridazin-5-yl)benzoic acid ClC1=C(C(=O)O)C=CC=C1C=1C(C=NNC1)=O